ClC1=CC=C(OC2=C(C=C(C=C2)NC(CC2=C(C=CC=C2)F)=O)S(N)(=O)=O)C=C1 N-[4-(4-chlorophenoxy)-3-sulfamylphenyl]-2-(2-fluorophenyl)acetamide